C1(=CC=C(C=C1)C[C@H](N)C(=O)O)C1=CC=CC=C1 3-(1,1-biphenyl-4-yl)-alanine